N1(CCCC1)CCNC1=NS(N=C1NCCN1CCCC1)(=O)=O 3,4-bis((2-(pyrrolidin-1-yl)ethyl)amino)-1,2,5-thiadiazole 1,1-dioxide